1-(5,5-dimethylcyclohexen-1-yl)pent-4-en-1-one tert-butyl-5-(1-benzhydrylazetidin-3-yl)-2-oxa-5,8-diazaspiro[3.5]nonane-8-carboxylate C(C)(C)(C)OC(=O)N1CCN(C2(COC2)C1)C1CN(C1)C(C1=CC=CC=C1)C1=CC=CC=C1.CC1(CCC=C(C1)C(CCC=C)=O)C